3,9-Dimethylheptacosane CC(CC)CCCCCC(CCCCCCCCCCCCCCCCCC)C